NC(C)(C1CCCC1)C1=NN(C2=CN=C(C=C21)NC2=CC=C1C(=N2)CC(OC1=O)(C)C)C ((3-(1-amino-1-cyclopentylethyl)-1-methyl-1H-pyrazolo[3,4-c]pyridin-5-yl)amino)-7,7-dimethyl-7,8-dihydro-5H-pyrano[4,3-b]pyridin-5-one